magnesium phosphate arsenic [As+3].P(=O)([O-])([O-])[O-].[Mg+2]